BrC=1C=C(COCC(CCl)=O)C=CC1 1-((3-bromobenzyl)oxy)-3-chloropropan-2-one